C1(CC1)C(=O)C=1N=C2N(N1)[C@@H](C[C@@H]2F)C2=C(C(=CC=C2)F)F Cyclopropyl-[(5s,7s)-5-(2,3-difluorophenyl)-7-fluoro-6,7-dihydro-5H-pyrrolo[1,2-b][1,2,4]triazol-2-yl]methanone